C=1N=CN2C1C=C(C=C2)C(=O)N Imidazo[1,5-a]Pyridine-7-carboxamide